2-(tert-butyl) 3-methyl (1R,3S,5R)-5-methyl-2-azabicyclo[3.1.0]hexane-2,3-dicarboxylate C[C@]12C[C@H](N([C@@H]2C1)C(=O)OC(C)(C)C)C(=O)OC